C(C)(C)OC1=C(C=CC=C1)[C@@H]1CN(CCN1)CC=1C=CC(=NC1)N1[C@H](COCC1)C (3S)-4-(5-{[(3R)-3-(2-isopropoxyphenyl)piperazin-1-yl]methyl}pyridin-2-yl)-3-methylmorpholine